CC1(C(NC2=C(O1)C=C(C=C2)C=2N=C(C=1N(C2)N=CN1)NC1=CC=C(C=C1)N1CCOCC1)=O)C 2,2-dimethyl-7-(8-((4-morpholinylphenyl)amino)-[1,2,4]triazolo[1,5-a]pyrazin-6-yl)-2H-benzo[b][1,4]oxazin-3(4H)-one